Z-7-hexadecenolide C1(CCCCC\C=C/CCCCCCCCO1)=O